ClC=1C(=C2C(=NC1)NC(=N2)C2=CC=C(C=C2)N2CCN(CC2)CCNC2=CC=NN2C)NC2CCN(CC2)C(C)C 6-Chloro-N-[1-(1-methylethyl)piperidin-4-yl]-2-[4-(4-{2-[(1-methyl-1H-pyrazol-5-yl)amino]ethyl}piperazin-1-yl)phenyl]-3H-imidazo[4,5-b]pyridin-7-amine